OC([C@H](N)C(=O)O)(C)C 3-hydroxy-L-valine